3-[6-cyclopropyl-4-[4-fluoro-2-(2-methyl-1,2,4-triazol-3-yl)phenyl]-pyridin-2-yl]-6-[[(1-methylcyclobutyl)amino]methyl]-5H-pyrrolo[3,2-d]pyrimidin-4-one C1(CC1)C1=CC(=CC(=N1)N1C=NC2=C(C1=O)NC(=C2)CNC2(CCC2)C)C2=C(C=C(C=C2)F)C=2N(N=CN2)C